C[C@@]1(COCC1)NC(O[C@H]1C[C@H](CC1)C1=NNC(=C1)NC1=NC=C(N=C1)C#N)=O (1R,3S)-3-(5-((5-cyanopyrazin-2-yl)amino)-1H-pyrazol-3-yl)cyclopentyl ((R)-3-methyltetrahydrofuran-3-yl)carbamate